(5Z)-5-(1,3-Benzothiazol-6-ylmethylene)-2-[(3-methoxy-1-adamantyl)amino]-3-methyl-imidazol-4-one S1C=NC2=C1C=C(C=C2)\C=C/2\C(N(C(=N2)NC21CC3(CC(CC(C2)C3)C1)OC)C)=O